benzyl (2S,4R)-4-(2-tert-butoxy-2-oxo-ethyl)-4-methyl-5-oxo-2-phenyl-oxazolidine-3-carboxylate C(C)(C)(C)OC(C[C@]1(N([C@@H](OC1=O)C1=CC=CC=C1)C(=O)OCC1=CC=CC=C1)C)=O